ClC=1C(N(C(C1Cl)O)CC1=CC(=C(C=C1)N1CCNCC1)NC)=O 3,4-Dichloro-5-hydroxy-1-(3-(methylamino)-4-(piperazin-1-yl)benzyl)-1,5-dihydro-2H-pyrrol-2-one